NC1CCC(CC1)OCC(C)O 1-(((1r,4r)-4-aminocyclohexyl)oxy)propan-2-ol